4-[(3-{8-bromo-3-[(trifluoromethyl)sulfanyl]indolizin-2-yl}prop-2-yn-1-yl)amino]-3-(methoxymethoxy)-N-methylbenzamide BrC1=CC=CN2C(=C(C=C12)C#CCNC1=C(C=C(C(=O)NC)C=C1)OCOC)SC(F)(F)F